8-Bromo-4h-[1,2,4]oxadiazolo[3,4-c][1,4]benzoxazin-1-one BrC=1C=CC2=C(N3C(CO2)=NOC3=O)C1